N-((1s,3s)-3-(6-((4-(4-(3-(4-(2-(2,6-dioxopiperidin-3-yl)-1,3-dioxoisoindolin-5-yl)piperazin-1-yl)propyl)piperidin-1-yl)phenyl)amino)-9H-purin-9-yl)cyclobutyl)-2-phenylacetamide O=C1NC(CC[C@@H]1N1C(C2=CC=C(C=C2C1=O)N1CCN(CC1)CCCC1CCN(CC1)C1=CC=C(C=C1)NC1=C2N=CN(C2=NC=N1)C1CC(C1)NC(CC1=CC=CC=C1)=O)=O)=O